N2-(3,5-Bis(trifluoromethyl)phenyl)-N6-(8-(pyrimidin-5-yl)-1,2,3,4-tetrahydronaphthalen-2-yl)pyridine-2,6-dicarboxamide FC(C=1C=C(C=C(C1)C(F)(F)F)NC(=O)C1=NC(=CC=C1)C(=O)NC1CC2=C(C=CC=C2CC1)C=1C=NC=NC1)(F)F